azocarbon N(=N[C])[C]